N-[(1,2-dihydro-6-methyl-2-oxo-4-propyl-3-pyridinyl)methyl]-1-(1-methylethyl)-6-[2-(4-methyl-1-piperazinyl)-4-pyridinyl]-1H-indazole-4-carboxamide CC1=CC(=C(C(N1)=O)CNC(=O)C=1C=2C=NN(C2C=C(C1)C1=CC(=NC=C1)N1CCN(CC1)C)C(C)C)CCC